ClC1=C(C=C(C=C1)C=1N=C(C2=C(N1)C(=CS2)C2=CC=CC=C2)NC(=O)C=2SC(=CC2)[N+](=O)[O-])F N-(2-(4-chloro-3-fluorophenyl)-7-phenylthieno[3,2-d]pyrimidin-4-yl)-5-nitrothiophene-2-carboxamide